tert-butyl (2R,4S)-2-[(4-tert-butylphenyl)-[2-(cyclohexylamino)-2-oxo-1-(3-pyridyl)ethyl]carbamoyl]-4-methoxy-pyrrolidine-1-carboxylate C(C)(C)(C)C1=CC=C(C=C1)N(C(=O)[C@@H]1N(C[C@H](C1)OC)C(=O)OC(C)(C)C)C(C(=O)NC1CCCCC1)C=1C=NC=CC1